CC1(CCC1)NCC1=CC(=C2CN(C(C2=C1)=O)C(=O)OC(C)(C)C)C(F)(F)F tert-butyl 6-(((1-methylcyclobutyl)amino)methyl)-1-oxo-4-(trifluoromethyl)isoindoline-2-carboxylate